2-chloro-5-(hydroxymethyl)benzaldehyde ClC1=C(C=O)C=C(C=C1)CO